Cl.C(C)N1C[C@@H](CCC1)N (R)-1-ethylpiperidin-3-amine hydrochloride